endo,endo-5,6-dimethoxycarbonylnorbornene COC(=O)C1C2C=CC(C1C(=O)OC)C2